N1N=CC=2C1=NC=C(C2)CN2CC1=C(CC2)C(=CS1)C(=O)NC1=CC(=CC(=C1)C(F)(F)F)F 6-((1H-Pyrazolo[3,4-b]pyridin-5-yl)methyl)-N-(3-fluoro-5-(trifluoromethyl)phenyl)-4,5,6,7-tetrahydrothieno[2,3-c]pyridin-3-carboxamid